COC(=O)[C@@H]1O[C@]([C@H]([C@H]1C1=C(C(=C(C=C1)F)F)OCCBr)C)(C(F)(F)F)C (2r,3s,4s,5r)-3-(2-(2-bromoethoxy)-3,4-difluorophenyl)-4,5-dimethyl-5-(trifluoromethyl)tetrahydrofuran-2-carboxylic acid methyl ester